4,4'-Methylenebis(2,6-bis(2-methylpent-1-yl)cyclohexylamine) C(C1CC(C(C(C1)CC(CCC)C)N)CC(CCC)C)C1CC(C(C(C1)CC(CCC)C)N)CC(CCC)C